CO[Si](CCCN(C)CCC[Si](OC)(OC)OC)(OC)OC Bis(3-trimethoxysilylpropyl)-N-methylamin